CN(C1(CCC2(CN(C(N2)=O)C2=NC=C(C=C2F)C2=C3CC(NC3=CC=C2)=O)CC1)C1=CC=CC=C1)C cis-8-dimethylamino-3-[3-fluoro-5-(2-oxo-1,3-dihydro-indol-4-yl)-pyridin-2-yl]-8-phenyl-1,3-diazaspiro[4.5]decan-2-one